3-(4-((4-isobutyrylpiperazin-1-yl)methyl)-6-((5-methylthiazol-2-ylamino)pyridin-2-yl)phenyl)acrylamide C(C(C)C)(=O)N1CCN(CC1)CC1=CC=C(C(=C1)C1=NC=CC=C1NC=1SC(=CN1)C)C=CC(=O)N